C1\C=C\CCCCCCCCCCCCCCCC(=O)OC1=O trans-2-octadecene-1,18-dicarboxylic acid anhydride